3-(5-(5-(4-(difluoromethoxy)phenyl)-1-(methyl-d3)-1H-pyrazol-4-yl)-1-oxoisoindolin-2-yl)piperidine-2,6-dione FC(OC1=CC=C(C=C1)C1=C(C=NN1C([2H])([2H])[2H])C=1C=C2CN(C(C2=CC1)=O)C1C(NC(CC1)=O)=O)F